S1C(=CC=C1)C1(CCNCC1)C#N 4-(thien-2-yl)piperidine-4-carbonitrile